2-(cyclohex-3-en-1-yloxy)ethyl acrylate C(C=C)(=O)OCCOC1CC=CCC1